1-(1-(4-(2,6-dioxopiperidin-3-yl)-3,5-difluorophenyl)azetidin-3-yl)-3-(1-isopropylpyrrolidin-3-yl)urea O=C1NC(CCC1C1=C(C=C(C=C1F)N1CC(C1)NC(=O)NC1CN(CC1)C(C)C)F)=O